3-[4-fluoro-5-[4-[(4-fluoro-4-piperidinyl)methyl]piperazin-1-yl]-1-oxo-isoindolin-2-yl]piperidine-2,6-dione FC1=C2CN(C(C2=CC=C1N1CCN(CC1)CC1(CCNCC1)F)=O)C1C(NC(CC1)=O)=O